ethyl-acetate HCl Cl.C(C)OC(C)=O